COC1=CC=C(CC23C(NC(C3C2C2=CC=C(C=C2)OC)=O)=O)C=C1 (4-methoxybenzyl)-6-(4-methoxyphenyl)-3-azabicyclo[3.1.0]Hexane-2,4-dione